1-(4-(Bromomethyl)Phenyl)-1-Dodecanone BrCC1=CC=C(C=C1)C(CCCCCCCCCCC)=O